[(2R,3R,4R,5R)-2,3,4,5,6-pentahydroxyhexyl] anisate C(C1=CC=C(C=C1)OC)(=O)OC[C@H]([C@H]([C@@H]([C@@H](CO)O)O)O)O